ClC1=CC=NN1C12CC(C1)(C2)F 5-chloro-1-(3-fluorobicyclo[1.1.1]pentan-1-yl)-1H-pyrazol